7-bromo-4-methyl-3-nitro-3,4-dihydro-2H-1-benzopyran BrC1=CC2=C(C(C(CO2)[N+](=O)[O-])C)C=C1